tert-butyl 3,3-difluoro-4-({2-[4-({2,3,5-trifluoro-4-[(4-methoxyphenyl)methoxy]benzamido}methyl)cyclohexyl]-2H-indazol-6-yl}methyl)piperidine-1-carboxylate FC1(CN(CCC1CC=1C=CC2=CN(N=C2C1)C1CCC(CC1)CNC(C1=C(C(=C(C(=C1)F)OCC1=CC=C(C=C1)OC)F)F)=O)C(=O)OC(C)(C)C)F